ICO Iodomethanol